BrC1=CC=C(C=C1)C(C)(C#C)C=1N=C(SC1)NC(=O)C1CC(C1)CO[Si](C1=CC=CC=C1)(C1=CC=CC=C1)C(C)(C)C N-(4-(2-(4-bromophenyl)but-3-yn-2-yl)thiazol-2-yl)-3-(((tert-butyldiphenylsilyl)oxy)methyl)cyclobutanecarboxamide